4,4',4''-((1E,1'E,1''E)-cyclopropane-1,2,3-triylidenetris(cyanomethaneylylidene))tribenzonitrile C1(C(C1=C(C#N)C1=CC=C(C#N)C=C1)=C(C#N)C1=CC=C(C#N)C=C1)=C(C#N)C1=CC=C(C#N)C=C1